1-aminocyclopentanate NC1(CCCC1)C(=O)[O-]